5-Isobutylsulfonylindole C(C(C)C)S(=O)(=O)C=1C=C2C=CNC2=CC1